1-(6-((2-amino-3-chloropyridin-4-yl)thio)pyrido[2,3-b]pyrazin-2-yl)-4-(hydroxymethyl)piperidin-4-ol NC1=NC=CC(=C1Cl)SC=1C=CC=2C(=NC=C(N2)N2CCC(CC2)(O)CO)N1